N[C@H]1[C@@H]2N(C[C@H]1CC2)C(=O)C2=CC1=C(N(C(=N1)C1=CC3=C(N1CC1CC1)C=C(S3)Br)C)C(=C2)OC ((1R,4R,7R)-7-Amino-2-azabicyclo[2.2.1]heptan-2-yl)(2-(2-bromo-4-(cyclopropylmethyl)-4H-thieno[3,2-b]pyrrol-5-yl)-7-methoxy-1-methyl-1H-benzo[d]imidazol-5-yl)methanone